O[C@@H]1C[C@H](N(C1)C([C@H](C(C)(C)C)NC(=O)CCCCC(=O)O)=O)C(NCC1=CC=C(C=C1)C1=C(N=CS1)C)=O 5-[[(2S)-1-[(2S,4R)-4-hydroxy-2-([[4-(4-methyl-1,3-thiazol-5-yl)phenyl]methyl]carbamoyl)pyrrolidin-1-yl]-3,3-dimethyl-1-oxobutan-2-yl]carbamoyl]pentanoic acid